1-(PIPERIDINOCARBONYLMETHYL)-2-OXOPIPERAZINE N1(CCCCC1)C(=O)CN1C(CNCC1)=O